ClC1=C(C=C(C(=C1)F)OC)C1=CC=2NC(N(C(C2S1)=O)C1=CN=CC2=CC=CC(=C12)F)=O 6-(2-chloro-4-fluoro-5-methoxyphenyl)-3-(5-fluoroisoquinolin-4-yl)thieno[3,2-d]pyrimidine-2,4(1H,3H)-dione